tert-butyl 4-[3-[[5-[[3-(3-chloro-4-cyano-phenoxy)-2,2,4,4-tetramethyl-cyclobutyl]carbamoyl]pyrimidin-2-yl]-methyl-amino]propyl]piperazine-1-carboxylate ClC=1C=C(OC2C(C(C2(C)C)NC(=O)C=2C=NC(=NC2)N(CCCN2CCN(CC2)C(=O)OC(C)(C)C)C)(C)C)C=CC1C#N